N-(1-hydroxy-2-methylpropan-2-yl)pyrazolo[1,5-a]pyrimidine-3-carboxamide OCC(C)(C)NC(=O)C=1C=NN2C1N=CC=C2